BrC=1C=CC(=NC1C)N[C@@H]1CN(CC1)C(=O)OCCCC butyl (3S)-3-[(5-bromo-6-methylpyridin-2-yl)amino]pyrrolidine-1-carboxylate